C1(CC1)C1=CC=2N(C=C1)C(=CN2)C=2C(=NC=CC2)N[C@H]2CNC[C@@H]2F (7-cyclopropylimidazo[1,2-a]pyridin-3-yl)-N-((3S,4S)-4-fluoropyrrolidin-3-yl)pyridin-2-amine